methyl 2-(acetamido)-4-chlorobutyrate C(C)(=O)NC(C(=O)OC)CCCl